(S)-2-amino-3-phenylpropanamide (1S,3S)-2,2-dichloro-3-(4-fluoro-3-(trifluoromethyl)phenyl)cyclopropane-1-carboxylate ClC1([C@@H]([C@H]1C1=CC(=C(C=C1)F)C(F)(F)F)C(=O)O)Cl.N[C@H](C(=O)N)CC1=CC=CC=C1